FC=1C=C(C=C(C1)F)N(S(=O)(=O)C)C1CN(C1)C(C1=CC=C(C(=O)O)C=C1)C1=CC=CC=C1 4-((3-(N-(3,5-Difluorophenyl)methylsulfonamido)azetidin-1-yl)(phenyl)methyl)benzoic acid